6-(2,6-dichlorophenyl)-2-((3-(hydroxymethyl)-4-(4-methylpiperazin-1-yl)phenyl)amino)-8,9-dihydroimidazo[1,2-a]pyrimido[5,4-e]pyrimidin-5(6H)-one ClC1=C(C(=CC=C1)Cl)N1C=2N(C3=C(C1=O)C=NC(=N3)NC3=CC(=C(C=C3)N3CCN(CC3)C)CO)CCN2